CC1=NC(=CC=C1N1CCN(CC1)CC=1C=CC=2C=3N(C(NC2C1F)=O)C=CN3)C(NC3CC3)=O 8-((4-(2-methyl-6-(cyclopropylcarbamoyl)pyridin-3-yl)piperazin-1-yl)methyl)-7-fluoroimidazo[1,2-c]quinazolin-5(6H)-one